(2E)-N-[(4S,5S)-7-ethyl-4-(4-fluorophenyl)-3-methyl-6-oxo-1-phenyl-1H,4H,5H,6H,7H-pyrazolo[3,4-b]pyridin-5-yl]pent-2-enamide C(C)N1C2=C([C@@H]([C@@H](C1=O)NC(\C=C\CC)=O)C1=CC=C(C=C1)F)C(=NN2C2=CC=CC=C2)C